N1C=C(C2=CC=CC=C12)C1N(CCC2=C(C=CC=C12)C1=CC=CC=C1)C(=O)N (1H-indol-3-yl)-5-phenyl-3,4-dihydroisoquinoline-2(1H)-carboxamide